FC(S(=O)(=O)OC1=C(C=CC=C1)C1=CC=CC=C1)(F)F [1,1'-biphenyl]-2-yl trifluoromethanesulfonate